7-{3-[4-(Cyclopropanesulfonyl)phenyl]-1H-pyrazolo[3,4-b]pyridin-5-yl}-3-(oxan-4-yl)-2,3,4,5-tetrahydro-1H-3-benzazepine C1(CC1)S(=O)(=O)C1=CC=C(C=C1)C1=NNC2=NC=C(C=C21)C2=CC1=C(CCN(CC1)C1CCOCC1)C=C2